C(C)(C)(C)C=1C(=C(C=C(C1)OCCCOC(C(=C)C)=O)N1N=C2C(=N1)C=CC(=C2)C(=O)OC)O methyl 2-(3-(tert-butyl)-2-hydroxy-5-(3-(methacryloyloxy)propoxy) phenyl)-2H-benzotriazole-5-carboxylate